Cl[Si](C)(Cl)Cl Trichloro-methylsilan